(S)-2-amino-4-((1-(8-(2-methoxypyridin-4-yl)-1,1-dihydroxy-2-phenyl-2H-benzo[e][1,2]thiazin-3-yl)propyl)amino)-6-methylpyrimidine-5-carbonitrile NC1=NC(=C(C(=N1)N[C@@H](CC)C=1N(S(C2=C(C1)C=CC=C2C2=CC(=NC=C2)OC)(O)O)C2=CC=CC=C2)C#N)C